2-cyclopentyl-N-(4-(methylsulfonyl)but-3-en-2-yl)-4-(naphthalen-1-yloxy)pyrimidine-5-carboxamide C1(CCCC1)C1=NC=C(C(=N1)OC1=CC=CC2=CC=CC=C12)C(=O)NC(C)C=CS(=O)(=O)C